NCCOCCOCCC(=O)O 3-(2-(2-aminoethoxy)ethoxy)propanoic acid